O[C@@]1(CC[C@]23[C@H]4CC[C@@]5([C@H](CC[C@H]5[C@@H]4CC[C@@]2(C1)C3)C(CN3N=C(C=C3)C#N)=O)C)C 1-(2-((3R,5S,8S,9S,10S,13S,14S,17S)-3-Hydroxy-3,13-dimethyltetradecahydro-6H-5,10-methanocyclopenta[a]phenanthren-17-yl)-2-oxoethyl)-1H-pyrazole-3-carbonitrile